FC=1C=CC(=C(C1)NCC=1NC=C(N1)C)OC (5-Fluoro-2-methoxy-phenyl)-(4-methyl-1H-imidazol-2-yl)methylamine